methyl 6-(morpholine-4-carbonyl)-2-picolinate N1(CCOCC1)C(=O)C1=CC=CC(=N1)C(=O)OC